COC=1C(=CC2=C(C(=NO2)N)C1)CN1N=CC=C1 5-methoxy-6-[(1H-pyrazol-1-yl)methyl]-1,2-benzoxazol-3-amine